ClC=1C=CC(=NC1)C1(OC2=C(O1)C=CC=C2C2CCN(CC2)CC2=NC=1C(=NC(=CC1OC1CC1)C(=O)O)N2C[C@H]2OCC2)C ((4-(2-(5-chloropyridin-2-yl)-2-methylbenzo[d][1,3]dioxolan-4-yl)piperidin-1-yl)methyl)-7-cyclopropoxy-3-(((S)-oxetan-2-yl)methyl)-3H-imidazo[4,5-B]pyridine-5-carboxylic acid